C(=C)[NH-] vinylAmide